O(C1=CC=CC=C1)CCN(CCC(C(=O)O)NC(C(C(F)(F)F)(C1=CC=CC=C1)OC)=O)CCCCC1=NC=2NCCCC2C=C1 4-[2-phenoxyethyl-[4-(5,6,7,8-tetrahydro-1,8-naphthyridin-2-yl)butyl]amino]-2-[[3,3,3-trifluoro-2-methoxy-2-phenyl-propanoyl]amino]butanoic acid